S(N)(=O)(=O)C=1C=C(C=CC1N1N=NC(=C1)C(F)(F)F)CC(=O)N 3-sulfamoyl-4-[4-(trifluoromethyl)-1H-1,2,3-triazol-1-yl]Phenyl-acetamide